3-(6-morpholinyl-1H-benzoimidazol-2-yl)-1H-indazol-4-yl-acrylamide N1(CCOCC1)C=1C=CC2=C(NC(=N2)C2=NNC3=CC=CC(=C23)C(C(=O)N)=C)C1